(2S,3S) and (2R,3R)-2,3-epoxybutane C[C@H]1[C@H](C)O1 |r|